C(#N)N=C(N)C1=NN(C=2C(N(CCC21)C2CCN(CC2)N2C(CCCC2)=O)=O)C2=CC=C(C=C2)OC N'-Cyano-1-(4-methoxyphenyl)-7-oxo-6-(2'-oxo-[1,1'-bipiperidin]-4-yl)-4,5,6,7-tetrahydro-1H-pyrazolo[3,4-c]pyridine-3-carboximidamide